C1NCC12CCNC2 2,7-diazaspiro[3.4]octan